C(N)(=O)[C@H]([C@@H](C)C1=NC=CC=C1)NC([C@H](CC1CC1)NC(=O)C=1NC2=CC=CC=C2C1)=O N-[(1S)-2-[[(1S,2R)-1-carbamoyl-2-(2-pyridyl)propyl]amino]-1-(cyclopropylmethyl)-2-oxo-ethyl]-1H-indole-2-carboxamide